(2R)-3-[9H-fluoren-9-ylmethoxycarbonyl(methyl)amino]-2-methyl-propanoic acid C1=CC=CC=2C3=CC=CC=C3C(C12)COC(=O)N(C[C@H](C(=O)O)C)C